diphenoxymethyl-silicon O(C1=CC=CC=C1)C(OC1=CC=CC=C1)[Si]